p-ethylacetophenone CCC1=CC=C(C=C1)C(=O)C